C(C)C1=CCCCC1 ETHYLCYCLOHEXEN